C1(=CC=CC=C1)OC(C=C)=O Phenyl-acrylat